C(C)(C)(C)NC(=O)C1=C(C(=CC(=C1)Cl)C)N1N(CC=C1OCF)C1=NC=CC=C1Cl N-[2-(tert-butylcarbamoyl)-4-chloro-6-methyl-phenyl]-2-(3-chloro-2-pyridyl)-5-(fluoromethoxy)pyrazole